CO\N=C\1/CN([C@@H](C1)CO)C(=O)C1=CC=C(C=C1)C1=C(C=CC=C1)C (3Z,5S)-5-(hydroxymethyl)-1-[(2'-methyl-1,1'-biphenyl-4-yl)carbonyl]Pyrrolidin-3-one O-methyloxime